P(=O)(OC1=CC=C(C=C1)[N+](=O)[O-])(OC1=CC=C(C=C1)[N+](=O)[O-])[O-] bis-(p-nitrophenyl) phosphate